FC1(CC1)C(=O)N[C@H](C(=O)N1[C@@H](C[C@H](C1)O)C(=O)NCC1=C(C=C(C=C1)C1=CN=C(S1)C)OC1CCNCC1)C(C)(C)C (2S,4r)-1-((S)-2-(1-fluorocyclopropane-1-carboxamido)-3,3-dimethylbutyryl)-4-hydroxy-N-(4-(methylthiazol-5-yl)-2-(piperidin-4-yloxy)benzyl)pyrrolidine-2-carboxamide